C(C)OC([C@H](C)OC1=C(C=C(C=C1)Cl)C1=NOCC1OCCCC)=O (2S)-2-[4-chloro-2-(4-butoxy-4,5-dihydroisoxazol-3-yl)phenoxy]propionic acid ethyl ester